C1(CCCC1)N1C(=CC2=C1N=C(N=C2)NC=2C=C(C(=O)O)C=C(C2)C=2C=CC=C1C(C=C(OC21)N2CCOCC2)=O)C(N(C)C)=O 3-((7-Cyclopentyl-6-(dimethylcarbamoyl)-7H-pyrrolo[2,3-d]pyrimidin-2-yl)amino)-5-(2-morpholino-4-oxo-4H-chromen-8-yl)benzoic acid